[C@@H]1(CCN2CCCC[C@H]12)NC1=NN=C(C=2N1N=CC2)C2=C(C=C(C=C2)C(F)(F)F)O 2-(7-(((1S,8aR)-octahydroindolizin-1-yl)amino)pyrazolo[1,5-d][1,2,4]triazin-4-yl)-5-(trifluoromethyl)phenol